3-(Ethylthio)-6-methylphenazin-1-ol C(C)SC=1C=C(C2=NC3=CC=CC(=C3N=C2C1)C)O